(S)-N-(3-Chloro-4-(2,2-difluoropropoxy)-2-fluorophenyl)-6-(pyrrolidin-3-yloxy)pyrido[3,2-d]pyrimidin-4-amine ClC=1C(=C(C=CC1OCC(C)(F)F)NC=1C2=C(N=CN1)C=CC(=N2)O[C@@H]2CNCC2)F